C[Si](CCOCN1C=NC2=C1C=CC(=C2)O)(C)C 1-(2-trimethylsilylethoxymethyl)benzimidazol-5-ol